6-bromo-1,2-epoxyhexane BrCCCCC1CO1